2-palmitoylglycerol C(CCCCCCCCCCCCCCC)(=O)OC(CO)CO